2-bromo-1-((cis)-3-(trifluoromethoxy)cyclobutyl)ethanone BrCC(=O)[C@@H]1C[C@@H](C1)OC(F)(F)F